CN(C)CC1=NC=C(C=N1)C=1N=C(C(=NC1)NC(=O)C=1C(=NOC1C)C1=CC=CC=C1)OC N-[5-[2-[(Dimethylamino)methyl]pyrimidin-5-yl]-3-methoxy-pyrazin-2-yl]-5-methyl-3-phenyl-isoxazole-4-carboxamide